NC1=C(C=NC=2N1N=CC2C#N)Br 7-amino-6-bromopyrazolo[1,5-a]pyrimidine-3-carbonitrile